ClC=1C=C2C(=NC(N3C2=C(C1C1=CC=C(C=C1)F)SC[C@@H](C3)OC)=O)N3CCN(CC3)C(=O)OC(C)(C)C tert-butyl (R)-4-(10-chloro-11-(4-fluorophenyl)-3-methoxy-6-oxo-3,4-dihydro-2H,6H-[1,4]thiazepino[2,3,4-ij]quinazolin-8-yl)piperazine-1-carboxylate